(S)-N-((4-(5-Amino-4-cyano-1-(1-hydroxypropan-2-yl)-1H-pyrazol-3-yl)-1H-indol-7-yl)methyl)-5-fluoro-2-methoxybenzamide NC1=C(C(=NN1[C@H](CO)C)C1=C2C=CNC2=C(C=C1)CNC(C1=C(C=CC(=C1)F)OC)=O)C#N